nitrilomethyl-(methylthio)sulfonium tetrafluoroborate F[B-](F)(F)F.N#C[SH+]SC